4-(pyrrolidin-1-yl)butanehydrazide N1(CCCC1)CCCC(=O)NN